4-(methylamino)butan-1-ol CNCCCCO